tert-Butyl 3-allyl-2-oxoindoline-1-carboxylate C(C=C)C1C(N(C2=CC=CC=C12)C(=O)OC(C)(C)C)=O